C(C)(C)(C)N(C(=O)OC(C)C=1C(=NC=CC1Br)OC)C1CN(CC1)C=1C=C2N=C(C=NC2=CC1)C=1C(=NN(C1)[C@@H]1C[C@H](C1)CN)C1CC1 1-(4-bromo-2-methoxypyridin-3-yl)ethan-1-ol tert-butyl-(1-(3-(1-(trans-3-(aminomethyl)cyclobutyl)-3-cyclopropyl-1H-pyrazol-4-yl)quinoxalin-6-yl)pyrrolidin-3-yl)carbamate